BrC1=CC=C(C=C1)C1CC(NC(C1)=O)=O 4-(4-bromophenyl)piperidine-2,6-dione